(7R,8aS)-2-(azetidin-3-ylmethyl)-7-(2,3-dichloro-6-hydroxyphenyl)-hexahydropyrrolo[1,2-a]pyrazin-4-one N1CC(C1)CN1C[C@H]2N(C(C1)=O)C[C@H](C2)C2=C(C(=CC=C2O)Cl)Cl